C(C)OC1=C(C(=O)NC(C)C2=CC(=CC=C2)C=2SC=CN2)C=C(C=C1)N 2-ethoxy-5-amino-N-(1-(3-(thiazol-2-yl)phenyl)ethyl)benzamide